C[C@@H]1CN(CCN1)C=1N=C(C2=C(N1)C=NC=N2)N [(3R)-3-methylpiperazin-1-yl]-[1,3]diazino[5,4-d]pyrimidin-4-amine